C1(=CC=CC=C1)CCC(C)N phenyl-3-amino-butane